5,6-dimethyl-3-[(3-methylbutyl)sulfanyl][1,2,4]triazolo[4,3-a]pyrimidin-7(8H)-one CC1=C(C(NC=2N1C(=NN2)SCCC(C)C)=O)C